(1S,4r)-4-((6-fluoro-5-(1-((S)-1-fluoropropan-2-yl)-1H-benzo[d][1,2,3]triazol-6-yl)-4-methoxypyrrolo[2,1-f][1,2,4]triazin-2-yl)amino)-1-methylcyclohexan-1-ol FC=1C(=C2C(=NC(=NN2C1)NC1CCC(CC1)(O)C)OC)C=1C=CC2=C(N(N=N2)[C@H](CF)C)C1